ClC1=CC(=C(C=C1)NC(OC(C)(C)C)=O)CN(C1(CC1)C)CC#N tert-butyl (4-chloro-2-(((cyanomethyl)(1-methylcyclopropyl)amino)-methyl)-phenyl)carbamate